[Mg+2].B([O-])([O-])[O-].B([O-])([O-])[O-].[Mg+2].[Mg+2] boric acid-magnesium salt